4'-Phenylflavone C1(=CC=CC=C1)C1=CC=C(C=2OC3=CC=CC=C3C(C2)=O)C=C1